C(C)(=O)O.C(C)(=O)O.C(C)(=O)O.C(C)(=O)O.C(CN)N Ethylenediamine tetraacetic acid salt